N-ethyl-2'-(2-oxo-2,3-dihydro-1H-pyrrolo[2,3-b]pyridin-5-yl)-5',6'-dihydrospiro[azetidine-3,4'-pyrrolo[1,2-b]pyrazole]-1-carboxamide C(C)NC(=O)N1CC2(CCN3N=C(C=C32)C=3C=C2C(=NC3)NC(C2)=O)C1